4-amino-7,8-dinitro-3-(1H-tetrazol-5-yl)pyrazolo[5,1-c][1,2,4]triazine-2-oxide NC=1N2C(N=[N+](C1C1=NN=NN1)[O-])=C(C(=N2)[N+](=O)[O-])[N+](=O)[O-]